BrCC(C1=CC=CC=C1)C=1C(=C(C(=O)N)C=CN1)Cl (2-bromo-1-phenylethyl)-3-chloroisonicotinamide